tert-butyl ((1S,2S,4R)-rel-7-(4-cyano-3-fluoro-6-(4,4,5,5-tetramethyl-1,3,2-dioxaborolan-2-yl)-[1,1'-biphenyl]-3-carbonyl)-7-azabicyclo[2.2.1]heptan-2-yl)carbamate C(#N)C=1[C@](CC(=C(C1)B1OC(C(O1)(C)C)(C)C)C1=CC=CC=C1)(C(=O)N1[C@@H]2[C@H](C[C@H]1CC2)NC(OC(C)(C)C)=O)F |o1:3|